(5-chloro-1H-indol-2-yl)(4-(4-methoxybenzoyl)-3-methylpiperazin-1-yl)methanone ClC=1C=C2C=C(NC2=CC1)C(=O)N1CC(N(CC1)C(C1=CC=C(C=C1)OC)=O)C